CN1C(C=CC2=CC(=CC=C12)C=1C=NC=C(C1)OC1CN(C1)C(=O)C=1C=NN(C1)C)=O 1-methyl-6-(5-((1-(1-methyl-1H-pyrazole-4-carbonyl)azetidine-3-yl)oxy)pyridin-3-yl)quinoline-2(1H)-one